2-(4,4-difluoro-3-methylpiperidin-1-yl)-6,7,8,9-tetrahydro-5H-cyclohepta[b]pyridine-3-carboxylic acid FC1(C(CN(CC1)C1=C(C=C2C(=N1)CCCCC2)C(=O)O)C)F